FC1=C2C=CNC2=C(C=C1N1C=NC=C1)C(=O)NC1CCC(CC1)OCCOC 4-fluoro-5-(1H-imidazol-1-yl)-N-((1r,4r)-4-(2-methoxyethoxy)cyclohexyl)-1H-indole-7-carboxamide